5-(5-methyl-1H-pyrazol-4-yl)-N-(4-((tetrahydro-2H-pyran-4-yl)oxy)pyridin-2-yl)thiazolo[5,4-b]pyridin-2-amine CC1=C(C=NN1)C1=CC=C2C(=N1)SC(=N2)NC2=NC=CC(=C2)OC2CCOCC2